(2R,3S,4S,5R,6R)-2-(acetoxymethyl)-6-bromotetrahydro-2H-pyran C(C)(=O)OC[C@@H]1O[C@@H](CCC1)Br